COCCN1N=CC(=C1)[C@H]1[C@@H](C1)C(=O)O trans-2-[1-(2-methoxyethyl)-1H-pyrazol-4-yl]Cyclopropane-1-carboxylic acid